C(C)(C)C1=C(C=CC=C1)C(CC1=NC=CC=C1C)=C(C1=CC=CC=C1)C1=CC=CC=C1 2-(2-(2-isopropylphenyl)-3,3-diphenylallyl)-3-methylpyridine